CN1[C@@H](CCC1)COC1=NC(=C2N=CN(C2=N1)C1=CC=CC=C1)N1C[C@H]2CC[C@@H](C1)N2C(=O)OC(C)(C)C tert-butyl (1r,5S)-3-(2-(((S)-1-methylpyrrolidin-2-yl) methoxy)-9-phenyl-9H-purin-6-yl)-3,8-diazabicyclo[3.2.1]octane-8-carboxylate